CO[C@H]1[C@@H](CCC1)NC1=N\C(\C(N1C)=O)=C/C=1C=C2C=NN(C2=CC1)C (5Z)-2-[[(1R,2R)-2-Methoxycyclopentyl]amino]-3-methyl-5-[(1-methylindazol-5-yl)methylene]imidazol-4-one